CC1=C(CC2=C(C=CC(=C2)O)[S+](CC2=CC=CC=C2)C)C=CC=C1 2-methylbenzylmethyl-p-hydroxybenzyl-phenylsulfonium